(3-amino-6-propyl-4,5,6,7-tetrahydro-pyrazolo[3,4-c]pyridin-1-yl)(6-fluoro-1,2,3,4-tetrahydro-quinolin-4-yl)methanone NC1=NN(C=2CN(CCC21)CCC)C(=O)C2CCNC1=CC=C(C=C21)F